5-chloro-2-hydroxy-N-(5-(trifluoromethyl)-[1,1'-biphenyl]-3-yl)benzamide ClC=1C=CC(=C(C(=O)NC=2C=C(C=C(C2)C(F)(F)F)C2=CC=CC=C2)C1)O